bismuth-iron oxide [O-2].[Fe+2].[Bi+3]